C(#N)C(C)(C)C1=CC=C(C=C1)NC(C1=CC(=CC=C1)C#CC1=NC=CC=N1)=O N-[4-(1-CYANO-1-METHYL-ETHYL)PHENYL]-3-(2-PYRIMIDIN-2-YLETHYNYL)BENZAMIDE